N1=C(C=NC2=CC=CC=C12)C=1C=NN(C1)C1CCN(CC1)C=1C=C(C(=O)N)C=CC1 3-(4-(4-(quinoxalin-2-yl)-1H-pyrazol-1-yl)piperidin-1-yl)benzamide